2,5-Dioxopyrrolidin-1-yl 2-((3-((5s,10s)-3,7-bis(dimethylamino)-5-methyl-3'-oxo-3'H,5H-spiro[dibenzo[b,e]siline-10,1'-isobenzofuran]-5-yl)propyl)thio)acetate CN(C=1C=CC2=C([Si](C3=C(C=CC(=C3)N(C)C)C23OC(C2=CC=CC=C32)=O)(C)CCCSCC(=O)ON3C(CCC3=O)=O)C1)C